2,2-dimethyl-6-(1-methylpiperidin-4-yl)-1,2,3,4-tetrahydroquinoline CC1(NC2=CC=C(C=C2CC1)C1CCN(CC1)C)C